tert-butyl (2-(4-(5-(3-cyano-6-ethoxypyrazolo[1,5-a]pyridin-4-yl)pyridin-2-yl)piperazin-1-yl)-1-(4-fluorophenyl)-2-oxoethyl)carbamate C(#N)C=1C=NN2C1C(=CC(=C2)OCC)C=2C=CC(=NC2)N2CCN(CC2)C(C(C2=CC=C(C=C2)F)NC(OC(C)(C)C)=O)=O